CN(CC(C)(C)C)C[C@H]1CNCC1 (R)-N,2,2-trimethyl-N-(pyrrolidin-3-ylmethyl)propan-1-amine